2-chloro-4,6-difluoro-1-((5-fluoropyridin-2-yl)methyl)-1H-benzo[d]imidazole ClC1=NC2=C(N1CC1=NC=C(C=C1)F)C=C(C=C2F)F